FC1=C2C(C=C(NC2=CC(=C1)F)C=1C=C(C#N)C=CC1S(=O)(=O)CCO)=O 3-(5,7-Difluoro-4-oxo-1,4-dihydroquinolin-2-yl)-4-((2-hydroxyethyl)sulfonyl)benzonitrile